NC1=CC(=NC=N1)NCCO 2-((6-aminopyrimidin-4-yl)amino)ethan-1-ol